3-(2-chloro-6-methyl-phenyl)-1-(1-methyl-4-piperidyl)-4H-pyrimido[4,5-d]pyrimidin-2-one ClC1=C(C(=CC=C1)C)N1C(N(C2=NC=NC=C2C1)C1CCN(CC1)C)=O